(R)-4-Cyano-N-((4-((3-((2-methoxyethyl)carbamoyl)phenyl)ethynyl)pyridin-2-yl)methyl)-4-methylisochromane-6-carboxamide C(#N)[C@@]1(COCC2=CC=C(C=C12)C(=O)NCC1=NC=CC(=C1)C#CC1=CC(=CC=C1)C(NCCOC)=O)C